FC=1C=NC(=NC1)NC1=NN2C(C=C(C=C2)C2=C(C=NN2C)OC[C@@H]2N(CC2)C(=O)OC(C)(C)C)=C1 (R)-tert-butyl 2-(((5-(2-((5-fluoropyrimidin-2-yl)amino)pyrazolo[1,5-a]pyridin-5-yl)-1-methyl-1H-pyrazol-4-yl)oxy)methyl)azetidine-1-carboxylate